6-fluoro-7-[3-(4-fluoro-1H-pyrazol-1-yl)azetidin-1-yl]-4-oxo-1-(1,2,4-thiadiazol-5-yl)-1,4-dihydro-1,8-naphthyridine-3-carboxylic acid FC=1C=C2C(C(=CN(C2=NC1N1CC(C1)N1N=CC(=C1)F)C1=NC=NS1)C(=O)O)=O